(1-(3,5-dichlorophenyl)-8-(2-fluoropyridin-3-yl)-7-methoxy-1H,4H-chromeno[4,3-c]pyrazol-3-yl)(S-oxo-3,3-dimethylthiomorpholino)methanone ClC=1C=C(C=C(C1)Cl)N1N=C(C2=C1C=1C=C(C(=CC1OC2)OC)C=2C(=NC=CC2)F)C(=O)N2C(CS(CC2)=O)(C)C